N-(6-(piperazin-1-yl)pyridin-3-yl)methanesulfonamide N1(CCNCC1)C1=CC=C(C=N1)NS(=O)(=O)C